N(=[N+]=[N-])C1=CC=C(C=C2C(C(CC(C2)CC)=CC2=CC=C(C=C2)N=[N+]=[N-])=O)C=C1 2,6-bis(4'-azidobenzylidene)-4-ethylcyclohexanone